FC1(C[C@H]([C@@H](CC1)C1=NC=CC(=C1NC(=O)C=1C=NC(=NC1)C(C)C)C1=C(C=CC(=C1)F)F)C)F N-(2-(trans-4,4-difluoro-2-methylcyclohexyl)-4-(2,5-difluorophenyl)pyridin-3-yl)-2-isopropylpyrimidine-5-carboxamide